ClC1=C(N(C(C2=C(C=CC=C12)N1CCN(CC1)C1CCN(CC1)C)=O)C1=CC=CC=C1)[C@H](C)NC=1C2=C(N=CN1)NC=CC2=O (S)-4-((1-(4-chloro-8-(4-(1-methylpiperidin-4-yl)piperazin-1-yl)-1-oxo-2-phenyl-1,2-dihydroisoquinolin-3-yl)ethyl)amino)pyrido[2,3-d]pyrimidin-5(8H)-one